3-amino-N-(3,4-difluorophenyl)-2,3-dihydrobenzofuran-7-carboxamide NC1COC2=C1C=CC=C2C(=O)NC2=CC(=C(C=C2)F)F